4-amino-6,7-dimethoxy-1,3-dimethylquinolin-2(1H)-one NC1=C(C(N(C2=CC(=C(C=C12)OC)OC)C)=O)C